2-[6-[7-[2-(dimethylamino)ethoxy]imidazo[1,2-a]pyridin-3-yl]-8-methoxy-1-oxo-3,4-dihydroisoquinolin-2-yl]acetonitrile CN(CCOC1=CC=2N(C=C1)C(=CN2)C=2C=C1CCN(C(C1=C(C2)OC)=O)CC#N)C